titanium ethyl phosphinate [PH2](OCC)=O.[Ti]